N-hydroxy-3-oxo-4-((2-phenyloxazol-5-yl)methyl)-3,4-dihydro-2H-benzo[b][1,4]oxazine-6-carboxamide ONC(=O)C1=CC2=C(OCC(N2CC2=CN=C(O2)C2=CC=CC=C2)=O)C=C1